N-(3-(vinyloxy)cyclobutyl)carbamate C(=C)OC1CC(C1)NC([O-])=O